5-(2,2-difluoro-1-hydroxyethyl)pyrimidine-2,4(1h,3h)-dione FC(C(O)C=1C(NC(NC1)=O)=O)F